4-[[(3R,4R)-1-(2-cyanoacetyl)-4-methyl-3-piperidinyl]-methyl-amino]-N-[2-oxo-2-[(5-piperazin-1-yl-2-pyridinyl)amino]ethyl]pyrrolo[2,3-d]pyrimidine-7-carboxamide hydrochloride Cl.C(#N)CC(=O)N1C[C@@H]([C@@H](CC1)C)N(C=1C2=C(N=CN1)N(C=C2)C(=O)NCC(NC2=NC=C(C=C2)N2CCNCC2)=O)C